CC1(OCC1=O)C 2,2-dimethyl-3-oxetanone